ClC=1C=NC(=NC1)OC=1C(=C(C#N)C=CC1)CCCCC(F)(F)F 3-(5-chloropyrimidin-2-yl)oxy-2-(5,5,5-trifluoropentyl)benzonitrile